7-[(2S)-2-{[tert-butyl(dimethyl)silyl]oxy}propyl]-3-[2-(methoxymethoxy)-6-methyl-4-(trifluoromethyl)phenyl]-7H-pyrrolo[2,3-c]pyridazine [Si](C)(C)(C(C)(C)C)O[C@H](CN1C=CC2=C1N=NC(=C2)C2=C(C=C(C=C2C)C(F)(F)F)OCOC)C